2'-chloro-7'-(4-morpholinophenyl)-2,3,5,6-tetrahydrospiro[pyran-4,5'-pyrrolo[2,3-d]pyrimidin]-6'(7'H)-one ClC=1N=CC2=C(N1)N(C(C21CCOCC1)=O)C1=CC=C(C=C1)N1CCOCC1